N[C@H](C(=O)O)CC1=C(C=C(C=C1)Br)F (S)-2-amino-3-(4-bromo-2-fluorophenyl)propanoic acid